5-chloro-1-ethyl-2-(5-fluoro-2-methoxypyridin-3-yl)-1H-pyrrolo[2,3-c]pyridine ClC=1C=C2C(=CN1)N(C(=C2)C=2C(=NC=C(C2)F)OC)CC